N-methoxy-N,1-dimethyl-3-(3-methyl-1,2,4-thiadiazol-5-yl)-1H-indazole-6-carboxamide CON(C(=O)C1=CC=C2C(=NN(C2=C1)C)C1=NC(=NS1)C)C